C(=O)(O)C1CC(NC(C1)(C)C)(C)C 4-carboxy-2,2,6,6-tetramethylpiperidine